tert-butyl ((3R,5S)-5-fluoro-1-((1S,2S,4R)-4-(4-fluorophenyl)-2-(1H-pyrazol-1-yl)cyclopentyl)piperidin-3-yl)carbamate F[C@H]1C[C@H](CN(C1)[C@@H]1[C@H](C[C@@H](C1)C1=CC=C(C=C1)F)N1N=CC=C1)NC(OC(C)(C)C)=O